OC1=CC=C(C=C1)C(C)(C1=CC=C(C=C1)[N+](=O)[O-])C1=CC=C(C=C1)O 1,1-bis(4'-hydroxyphenyl)-1-(4'-nitrophenyl)ethane